[C@H]12OC[C@H](N(C1)C1=C(C=C(C(=C1)OC)NC1=NC=NC(=C1)N1OCC[C@@H]1C1=C(C(=CC=C1)C(F)(F)F)F)NC(C=C)=O)C2 N-(2-((1R,4R)-2-oxa-5-azabicyclo[2.2.1]heptan-5-yl)-5-((6-((R)-3-(2-fluoro-3-(trifluoromethyl)phenyl)isooxazolidin-2-yl)pyrimidin-4-yl)amino)-4-methoxyphenyl)acrylamide